COC=1C(=CC=2C=3N(C=NC2C1)N=C(N3)C3=CC=C(C=C3)OC)OC 8,9-dimethoxy-2-(4-methoxyphenyl)[1,2,4]triazolo[1,5-c]quinazolin